2-((3,5-dicyano-4-cyclopropyl-6-(3-hydroxypyrrolidin-1-yl)pyridin-2-yl)sulfanyl)-2-phenylacetamide C(#N)C=1C(=NC(=C(C1C1CC1)C#N)N1CC(CC1)O)SC(C(=O)N)C1=CC=CC=C1